2-(tert-butyl) 1-methyl 2-azabicyclo[2.1.1]hexane-1,2-dicarboxylate C12(N(CC(C1)C2)C(=O)OC(C)(C)C)C(=O)OC